Phenolat C1(=CC=CC=C1)[O-]